C(C)OC(=O)C1=CN(C2=NC(=C(C=C2C1=O)F)Cl)C(C)C.C(C=C)(=O)NC(CS(=O)(=O)O)(C)C 2-acrylamido-2-methylpropanesulfonic acid ethyl-7-chloro-6-fluoro-4-oxo-1-(propan-2-yl)-1,4-dihydro-1,8-naphthyridine-3-carboxylate